C(C)(C)(C)OC(=O)N1OCC[C@@H]1C=1C=C(C=C(C1)F)C1=CC(=CC=C1)F (R)-3-(3',5-difluoro-[1,1'-biphenyl]-3-yl)isoxazolidine-2-carboxylic acid tert-butyl ester